tert-butyl (R)-2-(7-((2-hydroxyethyl)sulfonyl)-2-(3-iodophenyl)-2,6,6-trimethylheptanoyl)-1-methylhydrazine-1-carboxylate OCCS(=O)(=O)CC(CCC[C@](C(=O)NN(C(=O)OC(C)(C)C)C)(C)C1=CC(=CC=C1)I)(C)C